tert-butyl 4-(2-ethoxy-7-oxo-8-((3-(trifluoromethyl)pyrazin-2-yl)methyl)-7,8-dihydropyrido[2,3-d]pyrimidin-6-yl)piperidine-1-carboxylate C(C)OC=1N=CC2=C(N1)N(C(C(=C2)C2CCN(CC2)C(=O)OC(C)(C)C)=O)CC2=NC=CN=C2C(F)(F)F